C(#C)C1=CC=C(C=C1)CC(=O)ONC(OCC(Cl)(Cl)Cl)=O 2,2,2-trichloroethyl (2-(4-ethynylphenyl)acetoxy)carbamate